N1N=C(N=C1)C(=O)O.ClC=1C(=NC(=NC1)SC)C(F)(F)F 5-chloro-2-methylsulfanyl-4-(trifluoromethyl)pyrimidine 1,2,4-Triazole-3-carboxylate